3-(6-(4-(5,9-dioxa-13b-boranaphtho[3,2,1-de]anthracene-7-yl)phenyl)dibenzo[b,d]thiophen-4-yl)-9-phenyl-9H-carbazole C1=CC=CC=2OC=3C=C(C=C4OC=5C=CC=CC5B(C34)C12)C1=CC=C(C=C1)C1=CC=CC=2C3=C(SC21)C(=CC=C3)C=3C=CC=2N(C1=CC=CC=C1C2C3)C3=CC=CC=C3